C1(CCC1)CNCC1=C2C(=NC(=C1)C(=O)O)SC=C2 4-{[(cyclobutylmethyl)amino]methyl}thieno[2,3-b]pyridine-6-carboxylic acid